Fmoc-(2S)-2-Amino-3-[4-[2-(dimethylamino)ethoxy]phenyl]propanoic acid C(=O)(OCC1C2=CC=CC=C2C2=CC=CC=C12)[C@@](C(=O)O)(CC1=CC=C(C=C1)OCCN(C)C)N